6-(azidomethyl)-4-(2-fluoro-6-methoxyphenyl)nicotinic acid ethyl ester C(C)OC(C1=CN=C(C=C1C1=C(C=CC=C1OC)F)CN=[N+]=[N-])=O